tert-butyl ((1S,2S,4S)-2-(pyrrolidin-1-yl)-4-(3-(trifluoromethyl)phenyl)-cyclohexyl)carbamate N1(CCCC1)[C@@H]1[C@H](CC[C@@H](C1)C1=CC(=CC=C1)C(F)(F)F)NC(OC(C)(C)C)=O